ClC1=CC=C(C=C1)C1=C(CCC(C1)(C)C)CN1CCN(CC1)CC=1C(=C2CN(C(C2=CC1)=O)C1C(NC(CC1)=O)=O)F 3-(5-((4-((4'-chloro-5,5-dimethyl-3,4,5,6-tetrahydro-[1,1'-biphenyl]-2-yl)methyl)piperazin-1-yl)methyl)-4-fluoro-1-oxoisoindolin-2-yl)piperidine-2,6-dione